C(C)(C)OC(=O)N1C(N(CC1)C1=NC=2N(C=C1)N=CC2C=2C(=NC=CC2)OC)=O 3-(3-(2-methoxypyridin-3-yl)pyrazolo[1,5-a]pyrimidin-5-yl)-2-oxoimidazolidine-1-carboxylic acid isopropyl ester